ClC=1C=CC(=C(C1)C=1C(=CC(=CC1)C(N[C@H](CCC)C1=CC=CC=C1)=O)C(=O)O)C1=NC2=C(N1)C=CC(=C2)C#N 5'-chloro-2'-(5-cyano-1H-1,3-benzodiazol-2-yl)-4-{[(1R)-1-phenylbutyl]carbamoyl}-[1,1'-biphenyl]-2-carboxylic acid